tert-butyl 4-(7-bromo-8-fluoro-2-((tetrahydro-1H-pyrrolizin-7a(5H)-yl)methoxy)-6-(trifluoromethoxy)quinazolin-4-yl)piperazine-1-carboxylate BrC1=C(C=C2C(=NC(=NC2=C1F)OCC12CCCN2CCC1)N1CCN(CC1)C(=O)OC(C)(C)C)OC(F)(F)F